CN1CCC=2NC=3C=CC=C(C3C2CC1)OC1=CC=CC=C1 3-methyl-10-phenoxy-1,2,3,4,5,6-hexahydroazepino[4,5-b]indole